7-(isoquinolin-4-yl)-2-phenyl-2-[2-(1H-pyrazol-1-yl)ethyl]-5,7-diazaspiro[3.4]octane-6,8-dione C1=NC=C(C2=CC=CC=C12)N1C(NC2(CC(C2)(CCN2N=CC=C2)C2=CC=CC=C2)C1=O)=O